C1=CC=C(C=C1)CC(C(=O)[O-])O The molecule is a 2-hydroxy carboxylate that results from the removal of a proton from the carboxylic acid group of 3-phenyllactic acid. It derives from a lactate. It is a conjugate base of a 3-phenyllactic acid.